N1=CN=C(C2=C1NC=C2)C=2C=NN(C2)[C@H](CC#N)C2C(C(C(C2([2H])[2H])([2H])[2H])([2H])[2H])([2H])[2H] (R)-3-(4-(7H-pyrrolo[2,3-d]pyrimidin-4-yl)-1H-pyrazol-1-yl)-3-(cyclopentyl-2,2,3,3,4,4,5,5-d8)propanenitrile